tert-butyl N-(tert-butoxycarbonylamino)-N-[1-(p-tolylsulfonyl)indol-6-yl]carbamate C(C)(C)(C)OC(=O)NN(C(OC(C)(C)C)=O)C1=CC=C2C=CN(C2=C1)S(=O)(=O)C1=CC=C(C=C1)C